N-methyl-hexane-1,6-diamine CNCCCCCCN